C(CCCCCCCCCC(C)C)C=1C(=C(C(=C(C1C(=O)[O-])C(=O)[O-])CCCCCCCCCCC(C)C)C(=O)[O-])CCCCCCCCCCC(C)C Tri-(isotridecyl)trimellitate